N-(3-bromo-5-((5-(3-fluoro-4-methoxyphenyl)-2-((1-methyl-1H-pyrazol-4-yl)amino)pyrimidin-4-yl)amino)phenyl)acrylamide BrC=1C=C(C=C(C1)NC1=NC(=NC=C1C1=CC(=C(C=C1)OC)F)NC=1C=NN(C1)C)NC(C=C)=O